C(C)C1=C(C=2C(=CN=CC2)N1)C=O 2-ethyl-1H-pyrrolo[2,3-c]pyridine-3-carbaldehyde